4-((4-hydroxypiperidin-1-yl)methyl)-N-(1-(4-methoxyphenyl)-9-propyl-9H-pyrido[3,4-b]indol-3-yl)benzamide OC1CCN(CC1)CC1=CC=C(C(=O)NC2=CC3=C(N(C4=CC=CC=C34)CCC)C(=N2)C2=CC=C(C=C2)OC)C=C1